NC1=C2C(=NC=N1)N(N=C2C2=CC(=C(C=C2)NC(=O)NC2=CC(=NO2)C(C)(C)C)F)C2COCC2 1-(4-(4-AMINO-1-(TETRAHYDROFURAN-3-YL)-1H-PYRAZOLO[3,4-D]PYRIMIDIN-3-YL)-2-FLUOROPHENYL)-3-(3-(TERT-BUTYL)ISOXAZOL-5-YL)UREA